COC(C)C1=CC=C2C(=CC=NC2=C1)C(=O)O 7-(1-methoxyethyl)quinoline-4-carboxylic acid